C(#N)C1=CC(=C(COC2=CC=CC(=N2)N2CCN(CC2)C(C)C2=NC=3C(=NC=CC3)N2C[C@H]2OCC2)C=C1)F 2-(1-(4-(6-((4-cyano-2-fluorobenzyl)oxy)pyridine-2-yl)piperazin-1-yl)ethyl)-3-(((S)-oxetan-2-yl)methyl)-3H-imidazo[4,5-b]pyridine